CC=1C=C2C=CC(=NC2=CC1)C=1C=NNC1 6-methyl-2-(1H-pyrazol-4-yl)quinoline